3,6-bis(5-bromo-2-thienyl)-2,5-dihydro-2,5-didecylpyrrolo[3,4-C]Pyrrole-1,4-dione BrC1=CC=C(S1)C=1N(C(C2=C(N(C(C21)=O)CCCCCCCCCC)C=2SC(=CC2)Br)=O)CCCCCCCCCC